C(C)OC(C1=C(C=C(C=C1)[N+](=O)[O-])C=1N(C(=C(C1)C(=O)N(C1=CC=C2C=NN(C2=C1)C1OCCCC1)CC1=C(C=CC=C1)OC)C)C)=O 2-[4-({(2-methoxybenzyl)[1-(tetrahydro-2H-pyran-2-yl)-1H-indazol-6-yl]amino}carbonyl)-1,5-dimethyl-1H-pyrrol-2-yl]-4-nitrobenzoic acid ethyl ester